O1C(COC2=C1C=CC=C2)C2=CC=C(CNC1CCCC1)C=C2 N-[4-(2,3-dihydro-1,4-benzodioxin-2-yl)benzyl]cyclopentanamine